BrC=1C=CC(=C(C1)[C@@H](C)NC=1C2=C(N=C(N1)C)C=NC(=C2)N2C[C@@H](CC2)NC(C)=O)F N-[(3R)-1-(4-{[(1R)-1-(5-bromo-2-fluorophenyl)ethyl]amino}-2-methylpyrido[3,4-d]pyrimidin-6-yl)pyrrolidin-3-yl]acetamide